FC1=CC=C2C=C(C=C(C2=C1F)O)O[Si](C(C)C)(C(C)C)C(C)C 7,8-difluoro-3-((triisopropylsilyl)oxy)naphthalene-1-ol